4-((((1s,4s)-4-aminocyclohexyl)methyl)amino)-5-chloro-2-fluoro-N-(1,2,4-thiadiazol-5-yl)benzenesulfonamide NC1CCC(CC1)CNC1=CC(=C(C=C1Cl)S(=O)(=O)NC1=NC=NS1)F